FC(C=1C=2N(C=CC1)N=C(C2)[C@H]2N(CCC1=C2N=CN1)C(=O)C=1OC(=NN1)C=1C=NN(C1)C)F (S)-(4-(4-(difluoromethyl)pyrazolo[1,5-a]pyridin-2-yl)-6,7-dihydro-1H-imidazo[4,5-c]pyridin-5(4H)-yl)(5-(1-methyl-1H-pyrazol-4-yl)-1,3,4-oxadiazol-2-yl)methanone